4-[(2-cyclopropylethyl)amino]-2-[(1-methyl-1H-pyrazol-4-yl)amino]pyrimidin C1(CC1)CCNC1=NC(=NC=C1)NC=1C=NN(C1)C